Tert-butyl 7-((1-(6-(1-cyanocyclopropyl)pyridin-2-yl)-2-ethyl-3-oxo-2,3-dihydro-1H-pyrazolo[3,4-d]pyrimidin-6-yl)amino)-4,4-dimethyl-3,4-dihydroisoquinoline-2(1H)-carboxylate C(#N)C1(CC1)C1=CC=CC(=N1)N1N(C(C=2C1=NC(=NC2)NC2=CC=C1C(CN(CC1=C2)C(=O)OC(C)(C)C)(C)C)=O)CC